(3R,4S,5S,6R)-5-methoxy-4-((2R,3R)-2-methyl-3-(3-methylbut-2-en-1-yl)oxiran-2-yl)-1-oxaspiro[2.5]octan-6-ol CO[C@H]1[C@@H]([C@@]2(CO2)CC[C@H]1O)[C@]1(O[C@@H]1CC=C(C)C)C